6-[(2R)-2-[3-fluoro-5-(methylsulfanyl)phenyl]pyrrolidin-1-yl]-N-[(3S)-pyrrolidin-3-yl]imidazo[1,2-b]pyridazine-3-carboxamide FC=1C=C(C=C(C1)SC)[C@@H]1N(CCC1)C=1C=CC=2N(N1)C(=CN2)C(=O)N[C@@H]2CNCC2